{4-[6-amino-5-(2-chloro-benzyloxy)-pyridin-3-yl]-phenyl}-[(2R)-2-pyrrolidin-1-ylmethyl-pyrrolidin-1-yl]-methanone NC1=C(C=C(C=N1)C1=CC=C(C=C1)C(=O)N1[C@H](CCC1)CN1CCCC1)OCC1=C(C=CC=C1)Cl